8-(1-cyclopropylpropoxy)-7-(1-(1-ethoxyethyl)-1H-pyrazol-4-yl)-N-((S)-1-fluoropropan-2-yl)-[1,2,4]triazolo[1,5-c]pyrimidin-2-amine C1(CC1)C(CC)OC=1C=2N(C=NC1C=1C=NN(C1)C(C)OCC)N=C(N2)N[C@H](CF)C